ClC=1C=CC(=C(C(=O)O)C1)CN1[C@@](C2=C(C=C(C=C2C1=O)[C@](CC)(C1CCOCC1)O)F)(OC)C1=CC=C(C=C1)Cl 5-chloro-2-{[(1R)-1-(4-chlorophenyl)-7-fluoro-5-[(1S)-1-hydroxy-1-(oxan-4-yl)propyl]-1-methoxy-3-oxo-2,3-dihydro-1H-isoindol-2-yl]methyl}benzoic acid